ClC1=CC=C(C=C1)NNC(=O)C=1SC=C(N1)C1=CC=C(C=C1)Cl N',4-bis(4-chlorophenyl)thiazole-2-hydrazide